bis(3-methylenepent-4-enyl)diazabicyclo[2.2.1]heptane C=C(CCC1N(N2CCC1C2)CCC(C=C)=C)C=C